C(C)(C)(C)OC(=O)N1CC(C[C@H](C1)N1S([C@@H](CC1)C)(=O)=O)(F)F (5R)-3,3-difluoro-5-[(5R)-5-methyl-1,1-dioxo-1λ6,2-thiazolidine-2-yl]piperidine-1-carboxylic acid tert-butyl ester